4,4'-dibromo-1,1'-biphenyl BrC1=CC=C(C=C1)C1=CC=C(C=C1)Br